FC1=C(C=CC2=CC=CC=C12)C=1NC=C(N1)C1=CC=C(C=C1)F 2-(1-fluoronaphthalen-2-yl)-4(s)-(4-fluorophenyl)-1H-imidazol